3,4'-biindazole N1=NC(C2=CC=CC=C12)=C1C2=CN=NC2=CC=C1